C(=O)O.C(C)[C@@]1(C[C@H](NC1)C(=O)NCCNC(C1=C(C=C(C=C1)NC=1C=2N(C=CN1)C(=CN2)C=2C(=NN(C2)C)C(F)(F)F)CC)=O)O (2S,4S)-4-ethyl-N-[2-[[2-ethyl-4-[[3-[1-methyl-3-(trifluoromethyl)pyrazol-4-yl]imidazo[1,2-a]pyrazin-8-yl]amino]benzoyl]amino]ethyl]-4-hydroxypyrrolidine-2-carboxamide formate